4-[7-(difluoromethyl)-6-(1-methylpyrazol-4-yl)-3,4-dihydro-2H-quinolin-1-yl]-6-(4,4,5,5-Tetramethyl-1,3,2-dioxaborolan-2-yl)-1,3-dihydroisoindole-2-carboxylic acid tert-butyl ester C(C)(C)(C)OC(=O)N1CC2=CC(=CC(=C2C1)N1CCCC2=CC(=C(C=C12)C(F)F)C=1C=NN(C1)C)B1OC(C(O1)(C)C)(C)C